o-naphthoquinone C1=CC=C2C(=C1)C=CC(=O)C2=O